(2,3-epoxycyclohexylethyl)methyldimethoxysilane C1(C2C(CCC1)O2)CC[Si](OC)(OC)C